CC1=CC(=NC(=C1)C)SC=1C=NC=CC1C(=N)NO 3-[(4,6-Dimethylpyridin-2-yl)sulfanyl]-N-hydroxypyridine-4-carboxamidine